C1(=CC=CC=C1)P(C1(N(NN(C1)C1=C(C=CC=C1C(C)C)C(C)C)C1=C(C=CC=C1C(C)C)C(C)C)C(=O)[O-])C1=CC=CC=C1 4-diphenylphosphino-1,3-bis(2,6-diisopropylphenyl)-1,2,3-triazolate